((S)-3-((4-bromo-2-nitrophenyl)amino)cyclohexyl)carbamate BrC1=CC(=C(C=C1)NC1C[C@H](CCC1)NC([O-])=O)[N+](=O)[O-]